CC(CCO)\C=C\CCCCCC (E)-3-methylundec-4-en-1-ol